furaldehyde C1=COC(=C1)C=O